ClC1=C2C(=C(N(C2=C(C=C1OC)F)C)C1=NN=C(N1)COC)N1C=NC=C1 chloro-7-fluoro-3-(1H-imidazol-1-yl)-5-methoxy-2-(5-(methoxymethyl)-4H-1,2,4-triazol-3-yl)-1-methyl-1H-indole